tert-butyl (2-(2-(2-fluoroethoxy)ethoxy)ethyl)carbamate FCCOCCOCCNC(OC(C)(C)C)=O